sodium dichromate salt [Cr](=O)(=O)([O-])O[Cr](=O)(=O)[O-].[Na+].[Na+]